(2R)-2-(3-fluorophenoxy)butane-1,4-diol FC=1C=C(O[C@@H](CO)CCO)C=CC1